(E)-4-(diethylamino)but-2-enoic acid C(C)N(C/C=C/C(=O)O)CC